3-((4-chlorophenyl)amino)-4-((4-(5-(trifluoromethyl)-1,2,4-oxadiazol-3-yl)benzyl)amino)cyclobut-3-ene-1,2-dione ClC1=CC=C(C=C1)NC=1C(C(C1NCC1=CC=C(C=C1)C1=NOC(=N1)C(F)(F)F)=O)=O